C(=O)C1=C(C=C(C#N)C=C1[2H])[2H] 4-formyl-benzonitrile-3,5-d2